Methyleniodid C(I)I